1-([1,1'-biphenyl]-4-yl)-N-phenyl-naphthalen-2-amine C1(=CC=C(C=C1)C1=C(C=CC2=CC=CC=C12)NC1=CC=CC=C1)C1=CC=CC=C1